N-((1S,2R)-1-amino-2,3-dihydro-1H-inden-2-yl)-4-(3-methyl-1H-pyrrolo[2,3-b]pyridin-4-yl)-3,4-dihydro-2H-1,4-thiazine-6-carboxamide hydrochloride Cl.N[C@@H]1[C@@H](CC2=CC=CC=C12)NC(=O)C1=CN(CCS1)C1=C2C(=NC=C1)NC=C2C